ClC1=C(C=2N=C(N=C(C2C=N1)N1CCCO[C@@H]2[C@H]([C@H]12)F)OC([2H])([2H])[C@]12CCCN2C[C@@H](C1)F)F (1S,7R,8S)-6-(7-Chloro-8-fluoro-2-(((2R,7aS)-2-fluorotetrahydro-1H-pyrrolizin-7a(5H)-yl)methoxy-d2)pyrido[4,3-d]pyrimidin-4-yl)-8-fluoro-2-oxa-6-azabicyclo[5.1.0]octane